C(C=CC=O)=O ButeneDial